S1(CCCCO1)=O thiavalerolactone